3-hydroxy-1-(4-methoxybenzyl)-1H-pyrazole-5-carboxylic acid methyl ester COC(=O)C1=CC(=NN1CC1=CC=C(C=C1)OC)O